BrC=1C=C(C=CC1)[C@H](CCC#N)NC(=O)N1CC2=CC=CC(=C2CC1)C1=CC=C(C=C1)C(F)(F)F (S)-N-(1-(3-bromophenyl)-3-cyanopropyl)-5-(4-(trifluoromethyl)phenyl)-3,4-dihydroisoquinoline-2(1H)-carboxamide